(1aR,5aR)-2-(5-Methyl-pyridin-2-yl)-1a,2,5,5a-tetrahydro-1H-2,3-diaza-cyclopropa[a]pentalene-4-carboxylic acid (1-methyl-1-phenyl-ethyl)-amide CC(C)(C1=CC=CC=C1)NC(=O)C=1C=2C[C@@H]3[C@H](C2N(N1)C1=NC=C(C=C1)C)C3